C1(=CC=CC2=CC=CC=C12)C=1C(=C(C(=C(C1)C1=C(C=C(C=C1)N)C)C)C1=CC=CC2=CC=CC=C12)N(C1=CC=CC=C1)C1=CC=CC=C1 di(1-naphthyl)-N,N-diphenyl-2,2'-dimethyl-(1,1'-biphenyl)-4,4'-Diamine